C(CCC)NC(=O)C1=CC2=C(CN(C2)C2=NOC(C2)(C(F)(F)F)C2=CC(=CC(=C2)Cl)Cl)S1 N-butyl-5-(5-(3,5-dichlorophenyl)-5-(trifluoromethyl)-4,5-dihydroisoxazol-3-yl)-5,6-dihydro-4H-thieno[2,3-c]pyrrole-2-carboxamide